5-(tert-butyl) 2-methyl 1-methyl-1,4,6,7-tetrahydro-5H-imidazo[4,5-c]pyridine-2,5-dicarboxylate CN1C(=NC=2CN(CCC21)C(=O)OC(C)(C)C)C(=O)OC